1-(2,5-dimethyl-1H-pyrrol-3-yl)-4-methylpentan-1-one CC=1NC(=CC1C(CCC(C)C)=O)C